racemic-(3R,4R)-3-(1-methyl-1H-pyrazol-4-yl)piperidine-1,4-dicarboxylic acid 1-(tert-butyl) 4-ethyl ester C(C)OC(=O)[C@H]1[C@@H](CN(CC1)C(=O)OC(C)(C)C)C=1C=NN(C1)C |r|